Anetholeanisate C=1(C(=CC(C=CC)=CC1)COC1=CC=C(C(=O)[O-])C=C1)OC